O1C(=NC2=C1C=CC=C2)S benzo[d]oxazol-2-thiol